N-(5-(((2R,4S)-4-((5-fluoropyridin-2-yl)oxy)-2-methylpyrrolidin-1-yl)methyl)thiazol-2-yl)acetamide FC=1C=CC(=NC1)O[C@H]1C[C@H](N(C1)CC1=CN=C(S1)NC(C)=O)C